C(=O)C1=CC=C(C=C1)N1C(N2[C@@H](CN(CC2)C(=O)OC(C)(C)C)C1)=O (R)-tert-Butyl 2-(4-formylphenyl)-3-oxohexahydroimidazo[1,5-a]pyrazine-7(1H)-carboxylate